4-(2-furyl)-3-butene-2-one O1C(=CC=C1)C=CC(C)=O